4-chloro-7-[(2-methoxyphenyl)amino]-1-phenylpyrimido[4,5-d][1,3]diazin-2-one ClC1=NC(N(C2=NC(=NC=C21)NC2=C(C=CC=C2)OC)C2=CC=CC=C2)=O